N-(2,6-dichloropyridin-3-yl)-1H-imidazole-5-carboxamide ClC1=NC(=CC=C1NC(=O)C1=CN=CN1)Cl